N=1C=NN2C1C=C(C=C2)OC2=C(C(=C(C=C2)NC2=NC=NC1=CC(=C(C=C21)OC2CC1CCC(C2)N1C(C=C)=O)OCC)F)C 1-(3-((4-((4-([1,2,4]Triazolo[1,5-a]pyridin-7-yloxy)-2-fluoro-3-methylphenyl)amino)-7-ethoxy-quinazolin-6-yl)oxy)-8-azabicyclo[3.2.1]octan-8-yl)prop-2-en-1-one